IN1CCCC1 1-iodo-pyrrolidine